(2R,3S,4S)-4-hydroxy-2-[(4-methoxyphenyl)methyl]pyrrolidin-3-yl N-[2-(2,5-dioxoimidazolidin-1-yl)ethyl]carbamate O=C1N(C(CN1)=O)CCNC(O[C@H]1[C@H](NC[C@@H]1O)CC1=CC=C(C=C1)OC)=O